OC1=C(C=CC(=C1)OCCCCCCCC)N1N=C2C(=N1)C=CC=C2 2-(2-hydroxy-4-octyloxyphenyl)-2H-benzotriazole